(8-methoxy-9-(2-methyl-2H-tetrazol-5-yl)-1-propyl-5,6-dihydroimidazo[5,1-a]isoquinolin-3-yl)((S)-2-methyl-2-((R)-2,2,2-trifluoro-1-hydroxyethyl)pyrrolidin-1-yl)methanone COC=1C=C2CCN3C(C2=CC1C=1N=NN(N1)C)=C(N=C3C(=O)N3[C@@](CCC3)([C@H](C(F)(F)F)O)C)CCC